1,3,3,6-tetramethyl-octahydrobenzo[c]isoxazole CN1OC(C2C1CC(CC2)C)(C)C